C1(CC1)C1=C(C#N)C=CC(=C1)N1CCC(CC1)C1=CC=C(C=C1)OCCCCO 2-cyclopropyl-4-(4-(4-(4-hydroxybutoxy)phenyl)piperidin-1-yl)benzonitrile